C(C)(C)C1N(CC1)CC(=O)NC=1C=C(C(=NC1)C)NC(=O)C=1C=C2C(=NC1)NC(=C2)C=2C=NN(C2)C N-(5-(2-(2-isopropylazetidin-1-yl)acetamido)-2-methylpyridin-3-yl)-2-(1-methyl-1H-pyrazol-4-yl)-1H-pyrrolo[2,3-b]pyridine-5-carboxamide